NC=1C(=NC(=NC1\C=C\C(=O)OCC)SC)N1C[C@H]2CC[C@@H](C1)N2C(=O)OC(C)(C)C tert-butyl (1R,5S)-3-(5-amino-6-((E)-3-ethoxy-3-oxoprop-1-en-1-yl)-2-(methylthio) pyrimidin-4-yl)-3,8-diazabicyclo[3.2.1]octane-8-carboxylate